NC(C)C1=C(C=CC(=C1)F)OC 1-amino-1-(2-meth-oxy-5-fluorophenyl)ethane